N(=O)OCCCO 1-(nitrosooxy)propan-3-ol